2-(1,2-dimethylprop-1-enyl)-5-(trifluoromethyl)pyrazole-3-carboxylic acid CC(=C(C)C)N1N=C(C=C1C(=O)O)C(F)(F)F